3-(5-(4-((4-benzylpiperazin-1-yl)methyl)pyridin-2-yl)-1-oxoisoindolin-2-yl)piperidine-2,6-dione C(C1=CC=CC=C1)N1CCN(CC1)CC1=CC(=NC=C1)C=1C=C2CN(C(C2=CC1)=O)C1C(NC(CC1)=O)=O